C(C)OC=1C=C(C=CC1)NC1N(C(=NC(=N1)N)N1CCOCC1)C1=CC=C(C=C1)CC N-(3-Ethoxyphenyl)-N1-(4-ethylphenyl)-6-morpholin-4-yl-[1,3,5]triazine-2,4-diamine